ClC1=CC2=C(N(C(N=C2N2[C@H](CN(CC2)C(C=C)=O)C)=O)C2=C(C=CC=C2C(C)C)C)N=C1C1=C(C=C(C(=C1)F)F)O (M)-6-chloro-7-(4,5-difluoro-2-hydroxyphenyl)-1-(2-methyl-6-(2-propanyl)phenyl)-4-((2S)-2-methyl-4-(2-propenoyl)-1-piperazinyl)pyrido[2,3-d]pyrimidin-2(1H)-one